2-(2,6-dioxopiperidin-3-yl)-5-(4-(2-hydroxyethyl)piperazin-1-yl)isoindoline-1,3-dione O=C1NC(CCC1N1C(C2=CC=C(C=C2C1=O)N1CCN(CC1)CCO)=O)=O